allylamin C(C=C)N